ClC1=C(C=CC=2NC=NC21)C 4-chloro-5-methyl-1H-benzo[d]imidazole